tert-butyl [(3S,5R)-1-benzyl-5-methylpiperidin-3-yl]carbamate C(C1=CC=CC=C1)N1C[C@H](C[C@H](C1)C)NC(OC(C)(C)C)=O